2-methyl-2-thiopseudourea sulphate S(=O)(=O)(O)O.CSC(N)=N